O=C1NC(CCC1NC(=O)[C@H]1CCCC2=CC=CC=C12)=O (1S)-N-(2,6-dioxo-3-piperidyl)tetralin-1-carboxamide